6-(3-Azabicyclo[4.1.0]heptan-1-yl)-N-(3,4-dichloro-2-fluorophenyl)pyrido[3,2-d]pyrimidin-4-amin C12(CNCCC2C1)C=1C=CC=2N=CN=C(C2N1)NC1=C(C(=C(C=C1)Cl)Cl)F